4-(5-(3,5-dichloro-4-fluorophenyl)-5-(trifluoromethyl)-4,5-dihydroisoxazol-3-yl)-2-methyl-N-(1-(2,2,2-trifluoroethyl)-5-(3,3,3-trifluoropropyl)-1H-1,2,4-triazol-3-yl)benzamide ClC=1C=C(C=C(C1F)Cl)C1(CC(=NO1)C1=CC(=C(C(=O)NC2=NN(C(=N2)CCC(F)(F)F)CC(F)(F)F)C=C1)C)C(F)(F)F